2-{3-[(3S)-3-cyclopropylpiperazin-1-yl]-1,2,4-triazin-6-yl}-5-(5,6-dihydro-4H-pyrrolo[1,2-b]pyrazol-3-yl)phenol C1(CC1)[C@H]1CN(CCN1)C=1N=NC(=CN1)C1=C(C=C(C=C1)C1=C2N(N=C1)CCC2)O